5-[6-(4,4-difluoropiperidine-1-carbonyl)-1-naphthyl]pyrimidine-2-carbonyl chloride FC1(CCN(CC1)C(=O)C=1C=C2C=CC=C(C2=CC1)C=1C=NC(=NC1)C(=O)Cl)F